4-amino-1-benzyl-6-(trifluoromethyl)-1,3-dihydro-2H-imidazo[4,5-c]pyridin-2-one NC1=NC(=CC2=C1NC(N2CC2=CC=CC=C2)=O)C(F)(F)F